COC1=CC=C(C=N1)C(CC(=O)O)N1N=CC2=CC(=CC=C12)CCCC1=NC=2NCCCC2C=C1 3-(6-Methoxypyridin-3-yl)-3-(5-(3-(5,6,7,8-tetrahydro-1,8-naphthyridin-2-yl)propyl)-1H-indazol-1-yl)propanoic acid